(R)-imino(methyl)(1-{6-[(3R)-3-methylmorpholin-4-yl]-2-{1H-pyrrolo[2,3-b]pyridin-4-yl}pyrimidin-4-yl}cyclopropyl)-λ6-sulfanone N=[S@](=O)(C1(CC1)C1=NC(=NC(=C1)N1[C@@H](COCC1)C)C1=C2C(=NC=C1)NC=C2)C